C1(=CC=C(C=C1)C(=O)OCCCCCCCCC(C)C)C isoundecyl p-toluate